tert-butyl 2-(diethoxyphosphoryl)-3-(3-(7,7-difluorooctyl)-1,2,4-oxadiazol-5-yl)propanoate C(C)OP(=O)(OCC)C(C(=O)OC(C)(C)C)CC1=NC(=NO1)CCCCCCC(C)(F)F